N(C1=CC=CC=C1)[C@@H]1CN(CCC1)C=1N=C(NC(C1Cl)=O)C1=CC(=NC=C1)F 4-[(3S)-3-anilino-1-piperidinyl]-5-chloro-2-(2-fluoro-4-pyridinyl)-1H-pyrimidin-6-one